(R)-4-(3-(chloromethyl)pyrrolidin-1-yl)-6-(4-chlorophenyl)-2-(pyridin-3-yl)pyrimidine ClC[C@H]1CN(CC1)C1=NC(=NC(=C1)C1=CC=C(C=C1)Cl)C=1C=NC=CC1